ethyl-4-(3-chloropropyl)-3-pyrrolidone C(C)N1CC(C(C1)CCCCl)=O